ClC=1C=CC=C2C=CC=C(C12)C1=NC=C2C3=C(C=NC2=C1F)N(C(C1N3CC(NC1)CN(C)C)=O)C 3-(8-chloronaphthalen-1-yl)-11-((dimethylamino)methyl)-4-fluoro-7-methyl-9,10,11,12-tetrahydro-7H-pyrazino[1',2':4,5]pyrazino[2,3-c][1,6]naphthyridin-8(8aH)-one